CC1=C(SC(=C1)C1=CC=C(C=C1)N1CCN(CC1)C1COC1)C(=O)N1C[C@H](CC1)NC(OC(C)(C)C)=O tert-butyl (S)-(1-(3-methyl-5-(4-(4-(oxetan-3-yl)piperazin-1-yl)phenyl)thiophene-2-carbonyl)pyrrolidin-3-yl)carbamate